Methyl-(S,E)-(7-amino-1-((1-((4-isobutyl-1H-benzo[d]imidazol-2-yl)methyl)-2-oxo-1,2-dihydropyridin-3-yl)amino)-1,7-dioxohept-5-en-2-yl)carbamat COC(N[C@H](C(=O)NC=1C(N(C=CC1)CC1=NC2=C(N1)C=CC=C2CC(C)C)=O)CC\C=C\C(=O)N)=O